CC1(OB(OC1(C)C)C1=CC=C(C2=CC=CC=C12)C(=O)OC)C methyl 4-(4,4,5,5-tetramethyl-1,3,2-dioxaborolan-2-yl)-1-naphthoate